2-chloro-4-nitrophenyl phosphate monopotassium salt [K+].P(=O)(OC1=C(C=C(C=C1)[N+](=O)[O-])Cl)([O-])O